N-(4-chlorophenethyl)-2-(4-cyanophenyl)-2-(4-methylpiperazin-1-yl)acetamide ClC1=CC=C(CCNC(C(N2CCN(CC2)C)C2=CC=C(C=C2)C#N)=O)C=C1